propyl α-trimethoxysilylpropionate CO[Si](C(C(=O)OCCC)C)(OC)OC